1-Ethyl-N-(1-hydroxy-4-methylpentan-2-yl)-2-(2,2,2-trifluoro-1-hydroxy-1-phenylethyl)-1H-benzo[d]imidazole-6-carboxamide C(C)N1C(=NC2=C1C=C(C=C2)C(=O)NC(CO)CC(C)C)C(C(F)(F)F)(C2=CC=CC=C2)O